CC1(COC1)CNC1CCCCC1 N-((3-methyloxetan-3-yl)methyl)cyclohexan-1-amine